[3-[3-[benzyloxycarbonyl(methyl)amino]propyl]-7-fluoro-2-(2-trimethylsilylethoxymethyl)indazol-4-yl]boronic acid C(C1=CC=CC=C1)OC(=O)N(CCCC=1N(N=C2C(=CC=C(C12)B(O)O)F)COCC[Si](C)(C)C)C